C1(CC1)N(C1=C(C(=NC=N1)NCC1=CC=C(C#N)C=C1)F)CC1=CC=C(C=C1)C(F)(F)F 4-[[[6-[cyclopropyl-[[4-(trifluoromethyl)phenyl]methyl]amino]-5-fluoro-pyrimidin-4-yl]amino]methyl]benzonitrile